ClC1=CC=C(S1)S(=O)(=O)N1CCN(CC1)C1=C(C=CC=C1)/C=C/C(=O)NO (E)-3-(2-(4-((5-chlorothiophen-2-yl)sulfonyl)piperazin-1-yl)phenyl)-N-hydroxyacrylamide